tert-butyl N-[[4-[[2-(tert-butoxycarbonylamino)-5-(5-carbamoyl-2-thienyl)phenyl]carbamoyl]phenyl]-methyl-oxo-sulfanylidene]carbamate C(C)(C)(C)OC(=O)NC1=C(C=C(C=C1)C=1SC(=CC1)C(N)=O)NC(=O)C1=CC=C(C=C1)S(=NC(OC(C)(C)C)=O)(=O)C